ClC=1C(=C(OC=2C(=CN=NC2)C2=NOC[C@H](N2)CC2=C(C=C(C=C2)C)C)C=CC1)F |r| (5RS)-3-[5-(3-chloro-2-fluorophenoxy)pyridazin-4-yl]-5-(2,4-dimethylbenzyl)-5,6-dihydro-4H-1,2,4-oxadiazine